N[C@H](CC(C)C)C(=O)N1CC2(CC2)C[C@H]1C(=O)N[C@@H](C[C@H]1C(NCC1)=O)C(COC(F)(F)F)=O (S)-5-(D-leucyl)-N-((S)-3-oxo-1-((S)-2-oxopyrrolidin-3-yl)-4-(trifluoromethoxy)butan-2-yl)-5-azaspiro[2.4]heptane-6-carboxamide